S1C(=CC=C1)N1C2=CC=CC=C2C=2C=CC=C(C12)C(C)(C)O 2-(9-(thiophen-2-yl)-9H-carbazol-1-yl)propan-2-ol